1-(3-chloro-4-tolyl)-3-((5-(2,5-dioxopyrrolidin-3-yl)-6-oxo-5,6-dihydro-4H-thieno[2,3-c]pyrrol-2-yl)methyl)urea ClC=1C=C(C=CC1NC(=O)NCC1=CC2=C(C(N(C2)C2C(NC(C2)=O)=O)=O)S1)C